C(C1=CC=CC=C1)OC1=NC(=CC=C1N1C(C2=CC=C(C=C2C1)C(=O)N1CC2(C1)CC(CC2)C(F)(F)F)=O)OCC2=CC=CC=C2 2-(2,6-bis(benzyloxy)pyridin-3-yl)-5-(6-(trifluoromethyl)-2-azaspiro[3.4]octane-2-carbonyl)isoindolin-1-one